4-chloro-2-isopropyl-9-methyl-1,10-phenanthroline ClC1=CC(=NC2=C3N=C(C=CC3=CC=C12)C)C(C)C